ClC1=CC=2N(C(=C1)C=O)C=NN2 E-7-chloro-[1,2,4]triazolo[4,3-a]pyridine-5-carbaldehyde